N-((S)-4-methyl-1-oxo-1-(((S)-3-oxo-1-((S)-2-oxopyrrolidin-3-yl)-4-(2,3,5,6-tetrafluorophenoxy)butan-2-yl)amino)pentan-2-yl)benzamide CC(C[C@@H](C(N[C@@H](C[C@H]1C(NCC1)=O)C(COC1=C(C(=CC(=C1F)F)F)F)=O)=O)NC(C1=CC=CC=C1)=O)C